C(C)(CC)[Al](C(C)CC)C(C)CC tri-sec-butylaluminium